(1R,5S)-3,8-diazaspiro[bicyclo[3.2.1]octane-6,1'-cyclopropane] C12(CC1)[C@H]1CNC[C@@H](C2)N1